N-((S)-1-(2-fluoro-4-(4-methylthiazol-5-yl)phenyl)ethyl)-4-hydroxypyrrolidine-2-carboxamide FC1=C(C=CC(=C1)C1=C(N=CS1)C)[C@H](C)NC(=O)C1NCC(C1)O